diethyl (4-formylbenzyl)phosphonate C(=O)C1=CC=C(CP(OCC)(OCC)=O)C=C1